(S)-5-(4-((2S,4S)-2-((difluoromethoxy)methyl)-4-(4-(trifluoromethyl)phenoxy)pyrrolidin-1-yl)benzoylamino)-5-(4-(ethylsulfonyl)phenyl)valeric acid FC(OC[C@H]1N(C[C@H](C1)OC1=CC=C(C=C1)C(F)(F)F)C1=CC=C(C(=O)N[C@@H](CCCC(=O)O)C2=CC=C(C=C2)S(=O)(=O)CC)C=C1)F